tin(II) oxalate C(C(=O)[O-])(=O)[O-].[Sn+2]